3-bromo-1-(3-chloropyridin-2-yl)-N-(2,4-dichloro-6-(N-propylcarbamoyl)phenyl)-N-methyl-1H-pyrazole-5-carboxamide BrC1=NN(C(=C1)C(=O)N(C)C1=C(C=C(C=C1C(NCCC)=O)Cl)Cl)C1=NC=CC=C1Cl